2-fluoro-N,N,N-trimethyl-ethanaminium FCC[N+](C)(C)C